(R)-4-(4-fluoro-3-(3-(methyl(pyridin-4-ylmethyl)amino)pyrrolidine-1-carbonyl)benzyl)phthalazin-1(2H)-one FC1=C(C=C(CC2=NNC(C3=CC=CC=C23)=O)C=C1)C(=O)N1C[C@@H](CC1)N(CC1=CC=NC=C1)C